CC1(C(NC(=O)C1N)CC2=CC=C(C=C2)O)C The molecule is a member of the class of pyrrolidin-2-ones that is pyrrolidin-2-one which is substituted by an amino group at position 3, by two methyl groups at position 4 and by a 4-hydroxybenzyl group at position 5. It is a biosynthetic precursor in the synthesis of mycofactocin. It is a member of phenols, a member of pyrrolidin-2-ones, an aminopyrrolidine and a primary amino compound. It is a conjugate base of a 3-amino-5-[(4-hydroxyphenyl)methyl]-4,4-dimethylpyrrolidin-2-one(1+).